B(OC1=C(C(=CC=C1)C(F)(F)F)C(F)(F)F)([O-])[O-] (di(trifluoromethyl) phenyl) borate